7-(difluoromethoxy)-1H-indene FC(OC=1C=CC=C2C=CCC12)F